2-Methoxy-N-(2-methoxyethyl)-N-(trifluoro-sulfanyl)ethylamine COCCN(S(F)(F)F)CCOC